N-(4-((4-Methylpiperazin-1-yl)methyl)-3-(trifluoromethyl)phenyl)-5-((6-(piperazin-1-yl)imidazo[1,2-b]pyridazin-3-yl)ethynyl)nicotinamide CN1CCN(CC1)CC1=C(C=C(C=C1)NC(C1=CN=CC(=C1)C#CC1=CN=C2N1N=C(C=C2)N2CCNCC2)=O)C(F)(F)F